C(CC\C=C/CCCCCCCC)O (Z)-4-tridecenol